ClCC(C(CCCCCN(C(OCC1=CC=CC=C1)=O)C)(C)C1=CC(=CC=C1)I)=O benzyl (8-chloro-6-(3-iodophenyl)-6-methyl-7-oxooctyl)(methyl)carbamate